3-Amino-8-(2-methoxy-5-methylpyridin-3-yl)-N-propylimidazo[1,2-a]pyridine-2-carboxamide NC1=C(N=C2N1C=CC=C2C=2C(=NC=C(C2)C)OC)C(=O)NCCC